Cl.COC=1C=C(C=C(C1)OC)[C@H](C)N (S)-1-(3,5-dimethoxyphenyl)ethan-1-amine hydrochloride